6-[[(2R,3R,4R,5R)-3-(3,4-difluoro-2-methoxy-phenyl)-4,5-dimethyl-5-(trifluoromethyl)tetrahydrofuran-2-carbonyl]amino]pyridine-2-carboxamide FC=1C(=C(C=CC1F)[C@@H]1[C@@H](O[C@]([C@@H]1C)(C(F)(F)F)C)C(=O)NC1=CC=CC(=N1)C(=O)N)OC